4-[N,N-bis(4-dimethylaminophenyl)amino]phenylboronic acid pinacol ester CN(C1=CC=C(C=C1)N(C1=CC=C(C=C1)N(C)C)C1=CC=C(C=C1)B1OC(C)(C)C(C)(C)O1)C